(R or S)-3-((3-(ethoxymethyl)-3-(4-fluorophenethyl)pyrrolidin-1-yl)methyl)-4-(trifluoromethyl)pyridazine C(C)OC[C@]1(CN(CC1)CC=1N=NC=CC1C(F)(F)F)CCC1=CC=C(C=C1)F |o1:4|